FC=1C=C(C=CC1)C1=NOC(=C1)C(F)(F)F 3-(3-fluorophenyl)-5-(trifluoromethyl)isoxazole